(E)-3-(4-((2,4-dioxo-3-(3-(trifluoromethyl)phenethyl)-3,4-dihydroquinazolin-1(2H)-yl)methyl)phenyl)-N-hydroxyacrylamide O=C1N(C2=CC=CC=C2C(N1CCC1=CC(=CC=C1)C(F)(F)F)=O)CC1=CC=C(C=C1)/C=C/C(=O)NO